Cl.COC=O.C(#N)C=1C=NC=CC1 (E)-3-cyanopyridine methyl-formate hydrochloride